C1(=CC=CC2=CC=CC(=C12)C(=O)OC)C(=O)OC dimethyl 1,8-naphthalenedicarboxylate